(2-aminoethyl)-2-aminoethanesulfonic acid NCCC(CN)S(=O)(=O)O